1-[3-[2-[7-[2,4-difluoro-6-(2-methoxyethoxy)phenyl]-4-(1-methylindazol-5-yl)thieno[3,2-c]pyridin-6-yl]ethynyl]azetidin-1-yl]prop-2-en-1-one FC1=C(C(=CC(=C1)F)OCCOC)C=1C2=C(C(=NC1C#CC1CN(C1)C(C=C)=O)C=1C=C3C=NN(C3=CC1)C)C=CS2